[Br-].COC(OC)[SiH2]CCCOC1=C(C=C(C=C1)O)[P+](C1=CC=C(C=C1)C)(C1=CC=C(C=C1)C)C1=CC=C(C=C1)C (2-[3-(dimethoxymethylsilyl)propoxy]-5-hydroxyphenyl)tri(p-tolyl)phosphonium bromide